N-methyl-8-(2-(pyridin-4-yl)pyrido[3,4-d]pyrimidin-4-yl)-2,8-diazaspiro[4.5]decane-3-carboxamide CNC(=O)C1NCC2(C1)CCN(CC2)C=2C1=C(N=C(N2)C2=CC=NC=C2)C=NC=C1